((4-(dimethylcarbamoyl)phenyl)amino)-3-((6-methoxy-2-methyl-1,2,3,4-tetrahydroisoquinolin-7-yl)amino)-1,2,4-triazine-6-carboxamide CN(C(=O)C1=CC=C(C=C1)NC=1N=C(N=NC1C(=O)N)NC1=C(C=C2CCN(CC2=C1)C)OC)C